[6-(2,2,2-trifluoroethoxy)-3-pyridinyl]Boronic acid FC(COC1=CC=C(C=N1)B(O)O)(F)F